COC1(CC(C1)(O)C1=CC2=C(N=C(N=C2)C2=CC=3C(N=C2)=NN(C3)C)S1)C(F)(F)F cis-3-methoxy-1-(2-(2-methyl-2H-pyrazolo[3,4-b]pyridin-5-yl)thieno[2,3-d]pyrimidin-6-yl)-3-(trifluoromethyl)cyclobutanol